phenyl-piperidone C1(=CC=CC=C1)N1C(CCCC1)=O